3-(pyrrolidin-1-yl)propanamide (rac)-Methyl-1-{3-[1-hydroxyethyl]pyrazin-2-yl}-1H-1,2,4-triazole-3-carboxylate COC(=O)C1=NN(C=N1)C1=NC=CN=C1[C@@H](C)O.N1(CCCC1)CCC(=O)N |r|